(R)-N-((S)-1,3-dihydrospiro[indene-2,4'-piperidine]-1-yl)-2-methylpropan-2-sulfinamide N1CCC2(CC1)[C@@H](C1=CC=CC=C1C2)N[S@](=O)C(C)(C)C